fluorosilicon boron [B].F[Si]